2-hydroxyl-hexene OC(=C)CCCC